NC=1C=CC(=NC1C)C1=C(C(=NO1)C)CNC1=NC=CC(=N1)C=1C=NC=CC1 N-((5-(5-amino-6-methylpyridin-2-yl)-3-methylisoxazol-4-yl)methyl)-4-(pyridin-3-yl)pyrimidin-2-amine